2-Isopropoxyethyl (2S)-2-[[(2S)-2-amino-4-[5-[bis(2-chloroethyl)amino]-1-methyl-benzimidazol-2-yl]butanoyl]amino]-4-methyl-pentanoate dihydrochloride Cl.Cl.N[C@H](C(=O)N[C@H](C(=O)OCCOC(C)C)CC(C)C)CCC1=NC2=C(N1C)C=CC(=C2)N(CCCl)CCCl